trans-benzyl 4-(4-(tert-butoxycarbonyl)cyclohexane-1-carbonyl)piperazine-1-carboxylate C(C)(C)(C)OC(=O)[C@@H]1CC[C@H](CC1)C(=O)N1CCN(CC1)C(=O)OCC1=CC=CC=C1